5-(aminomethyl)-N-(2-((tert-butyldimethylsilyl)oxy)ethyl)-2-fluoroaniline NCC=1C=CC(=C(NCCO[Si](C)(C)C(C)(C)C)C1)F